7-(5-ethynyl-4-(isopropylamino)pyridin-2-yl)pyrrolo[1,2-B]pyridazine-3-carbonitrile C(#C)C=1C(=CC(=NC1)C1=CC=C2N1N=CC(=C2)C#N)NC(C)C